2-phenylthiazol-4(5H)-one C1(=CC=CC=C1)C=1SCC(N1)=O